C(C)C1=CC=C(CC=2C(=NC(=CC2C)C)O[C@H]2[C@H](O)[C@@H](O)[C@H](O)[C@H](O2)CO)C=C1 3-(4-ethylbenzyl)-2-(β-D-glucopyranosyloxy)-4,6-dimethylpyridine